tert-Butyl 3-{[5-(2-chloro-4-hydroxyphenyl)-1-trityl-1H-indazol-3-yl]carbamoyl}piperidine-1-carboxylate ClC1=C(C=CC(=C1)O)C=1C=C2C(=NN(C2=CC1)C(C1=CC=CC=C1)(C1=CC=CC=C1)C1=CC=CC=C1)NC(=O)C1CN(CCC1)C(=O)OC(C)(C)C